(2R,4R)-4-[3-[1-(2,6-dioxo-3-piperidyl)-3-methyl-2-oxo-benzimidazol-5-yl]propoxy]pyrrolidine-2-carboxylic acid O=C1NC(CCC1N1C(N(C2=C1C=CC(=C2)CCCO[C@@H]2C[C@@H](NC2)C(=O)O)C)=O)=O